iodine ethyl acrylate C(C=C)(=O)OCC.[I]